ClC=1C=C(C=CC1OC)C1=CC=C(C=C1)CN1C=CC2=C(C=CC(=C12)C(=O)NC1CC2(CCC2)C1)F (Sa)-6-(1-((3'-Chloro-4'-methoxy-[1,1'-biphenyl]-4-yl)methyl)-4-fluoro-1H-indol-7-carboxamido)spiro[3.3]heptan